pentane-2,4-dicarboxylic acid bis(trifluoromethyl) ester FC(F)(F)OC(=O)C(C)CC(C)C(=O)OC(F)(F)F